(3s)-3-(4-chlorophenyl)-3-[(1R)-1-(4-chlorophenyl)-7-fluoro-1-[(3-fluorooxetan-3-yl)methoxy]-5-(2-hydroxybutan-2-yl)-3-oxo-2,3-dihydro-1H-isoindol-2-yl]propanoic acid ClC1=CC=C(C=C1)[C@H](CC(=O)O)N1[C@@](C2=C(C=C(C=C2C1=O)C(C)(CC)O)F)(OCC1(COC1)F)C1=CC=C(C=C1)Cl